FC1=CC=C(C=N1)C=1C=NC=2CCN(CC2C1)C1=C(C(=C(N=N1)C#N)C)C 6-(3-(6-fluoropyridin-3-yl)-7,8-dihydro-1,6-naphthyridin-6(5H)-yl)-4,5-dimethylpyridazine-3-carbonitrile